4-(2-pyridinylmethoxy)phenylamine N1=C(C=CC=C1)COC1=CC=C(C=C1)N